CCCOC(=O)C1=CC=C(C=C1)O p-hydroxybenzoic acid n-propyl ester